12-methoxy-5-thia-1,3,10,11-tetraazatricyclo[6.4.0.02,6]Dodecan-2(6),3,7,11-tetraen-9-one COC1=NNC(C2=CC=3SC=NC3N12)=O